COC(=O)C=1N(C=C(C1C1=CC=C(C=C1)F)I)C 3-(4-fluorophenyl)-4-iodo-1-methyl-1H-pyrrole-2-carboxylic acid methyl ester